C(#N)C1=C(N=C(S1)N(C1=C(N=C2SC(=NN21)C2CCN(CC2)C(=O)OCC2=CC=CC=C2)CC)C)C2=CC=C(C=C2)F benzyl 4-{5-[(5-cyano-4-(4-fluorophenyl)thiazol-2-yl)(methyl)amino]-6-ethylimidazo[2,1-b][1,3,4]thiadiazol-2-yl}piperidin-1-carboxylate